3-cycloheptyl-6,7-difluoro-3-(4-hydroxyphenyl)indolin-2-one C1(CCCCCC1)C1(C(NC2=C(C(=CC=C12)F)F)=O)C1=CC=C(C=C1)O